N1(C=NC=C1)CC1=CC=C(C=C1)C(C(=O)OCC)CC ethyl 4-(1H-imidazolylmethyl)-phenylbutyrate